bicyclo[1.1.1]pentan-1-ol C12(CC(C1)C2)O